(2R,3R,11bR)-3-(2,2-dimethylpropyl)-10-methoxy-9-[(2S)-oxetan-2-ylmethoxy]-1H,2H,3H,4H,6H,7H,11bH-pyrido[2,1-a]isoquinolin-2-ol CC(C[C@H]1[C@@H](C[C@H]2N(CCC3=CC(=C(C=C23)OC)OC[C@H]2OCC2)C1)O)(C)C